BrC=1C=NN2C1N=C(C=C2C2=CC=CC=C2)C#N 3-bromo-7-phenylpyrazolo[1,5-a]pyrimidine-5-carbonitrile